FC1=CC(=C(C=C1)[C@@H]1[C@H](O[C@@](C1)(C(F)(F)F)C)C(=O)NC1=CC(=NC=C1)C(=O)N)OC (2S,3R,5S)-4-[[3-(4-Fluoro-2-methoxy-phenyl)-5-methyl-5-(trifluoromethyl)tetrahydrofuran-2-carbonyl]amino]pyridin-2-carboxamid